silicon chromium nitrogen [N].[Cr].[Si]